3-chlorobenzyl ((2S)-1-((3-(8-acetyl-2-oxo-1,8-diazaspiro[4.5]decan-3-yl)-1-(diethoxyphosphoryl)-1-hydroxypropan-2-yl)amino)-3-(3-fluorophenyl)-1-oxopropan-2-yl)carbamate C(C)(=O)N1CCC2(CC(C(N2)=O)CC(C(O)P(=O)(OCC)OCC)NC([C@H](CC2=CC(=CC=C2)F)NC(OCC2=CC(=CC=C2)Cl)=O)=O)CC1